4,5-dihydro-[1,2,4]triazolo[4,3-a]quinoxaline C1=NN=C2N1C1=CC=CC=C1NC2